C(OC1=C(C(OC12CCCCC2)=O)C2=C(C=C(C=C2)Cl)Cl)([O-])=O [2-(2,4-dichlorophenyl)-3-oxo-4-oxaspiro[4.5]dec-1-en-1-yl] carbonate